[Si](C)(C)(C(C)(C)C)OC[C@@H]1N(C[C@H](NC1)C)C=1N(N=C2C1N(C(C=C2)=O)C)C2OCCCC2 ((2R,5R)-2-(((tert-Butyldimethylsilyl)oxy)methyl)-5-methylpiperazin-1-yl)-4-methyl-2-(tetrahydro-2H-pyran-2-yl)-2,4-dihydro-5H-pyrazolo[4,3-b]pyridin-5-one